C(CCCCCC(C)C)(=O)OCCCCCCCCCCC(C)C isotridecanol isononanoate